C(C(=C)C)(=O)OCCC1(COC1)CC 3-(methacryloyloxyethyl)-3-ethyloxetane